3-((4-(1-((1s,3s)-3-aminocyclobutyl)-4-methylpiperidin-4-yl)phenyl)amino)-5-(3-(3-methyl-2-oxoimidazolidin-1-yl)piperidin-1-yl)pyrazine-2-carboxamide NC1CC(C1)N1CCC(CC1)(C)C1=CC=C(C=C1)NC=1C(=NC=C(N1)N1CC(CCC1)N1C(N(CC1)C)=O)C(=O)N